FC(C(=O)N1CCOCC1)(F)F 2,2,2-trifluoro-1-morpholinoethanone